C1(=CC=C(C=C1)OCC1CO1)C1=CC=CC=C1 2-{[([1,1'-biphenyl]-4-yl)oxy]methyl} ethylene oxide